S1CCOC2(C3=C1C=CS3)CC2 2',3'-dihydrospiro[cyclopropane-1,5'-thieno[3,2-e][1,4]oxathiepine]